CN1CCC12CN(C2)C=2C(=C(N)C=CC2)[N+](=O)[O-] 3-(1-methyl-1,6-diazaspiro[3.3]heptan-6-yl)-2-nitroaniline